C=1N=CN2C1C1=CC=CC=C1[C@@H]2[C@H]2CCCC([C@@H]2O)(C)C (1R,6R)-6-((S)-5H-Imidazo[5,1-a]isoindol-5-yl)-2,2-dimethylcyclohexan-1-ol